CO[C@@H]1CN(CC1)C1C(CCC1)OC=1C=C2CN(C(C2=CC1)=O)C1C(NC(CC1)=O)=O 3-(5-((2-((S)-3-methoxypyrrolidin-1-yl)cyclopentyl)oxy)-1-oxoisoindolin-2-yl)piperidine-2,6-dione